FC1=CC=CC2=C1NC(=N2)C2=CC(=NN2C)N 5-(7-fluoro-1H-benzimidazol-2-yl)-1-methyl-pyrazol-3-amine